1-(4-methylpyridin-2-yl)azetidin-3-yl (1-(4-(2,6-dioxopiperidin-3-yl)-3,5-difluorophenyl)azetidin-3-yl)carbamate O=C1NC(CCC1C1=C(C=C(C=C1F)N1CC(C1)NC(OC1CN(C1)C1=NC=CC(=C1)C)=O)F)=O